trans-7-amino-1-(4-aminocyclohexyl)-3-(2-fluoro-6-methyl-phenyl)-4H-pyrimido[4,5-d]pyrimidin-2-one NC1=NC=C2C(=N1)N(C(N(C2)C2=C(C=CC=C2C)F)=O)[C@@H]2CC[C@H](CC2)N